O1C(COCC1)C1=C(C=CC(=C1)C)S(=O)(=O)OC methyl (1,4-dioxan-2-yl)4-methylbenzenesulfonate